4-amino-7-trifluoromethyl-2-oxo-1-phenyl-1,2-dihydroquinoline-3-carbonitrile NC1=C(C(N(C2=CC(=CC=C12)C(F)(F)F)C1=CC=CC=C1)=O)C#N